1,1,1,2,2,21,21,22,22,22-decafluoro-4,7,10,13,16,19-hexaoxadocosane FC(C(COCCOCCOCCOCCOCCOCC(C(F)(F)F)(F)F)(F)F)(F)F